Cl.IC=1C=C(C(=NC1)N1CCNCC1)C(F)(F)F 1-[5-iodo-3-(trifluoromethyl)-2-pyridinyl]piperazine hydrochloride